CC1=CNC2=NC=C(C=C21)C2=CC(=C1CCN(CC1=C2)S(=O)(=O)C)[C@H]2NCCC2 (S)-2-(7-(3-methyl-1H-pyrrolo[2,3-b]pyridin-5-yl)-2-(methylsulfonyl)-1,2,3,4-tetrahydroisoquinolin-5-yl)pyrrolidine